4-amino-5-fluoro-1-((2R,4S,5R)-4-hydroxy-5-(hydroxymethyl)-5-(prop-1-yn-1-yl)tetrahydrofuran-2-yl)pyrimidin-2(1H)-one NC1=NC(N(C=C1F)[C@@H]1O[C@]([C@H](C1)O)(C#CC)CO)=O